O=C1N(CCC(N1)=O)CCNS(=O)(=O)C1=CC=C(C=C1)OC N-(2-(2,4-dioxotetrahydropyrimidin-1(2H)-yl)ethyl)-4-methoxybenzenesulfonamide